2-(3-chloro-4-Fluoro-phenyl)-5-methyl-piperidine ClC=1C=C(C=CC1F)C1NCC(CC1)C